ClC1=C(N2CCCC2=C1C(=O)OC)C(=O)O 6-chloro-7-(methoxycarbonyl)-2,3-dihydro-1H-pyrrolizine-5-carboxylic acid